6-Bromo-N-(3,4-dimethylbenzyl)-N-((2R,4R)-2-methyltetrahydro-2H-pyran-4-yl)-3-nitroquinolin-4-amine BrC=1C=C2C(=C(C=NC2=CC1)[N+](=O)[O-])N([C@H]1C[C@H](OCC1)C)CC1=CC(=C(C=C1)C)C